2-[2-[(1S,4aS,5R,8aS)-5-(3-hydroxy-3-methyl-but-1-ynyl)-1-methyl-3,4,4a,5,6,7,8,8a-octahydro-1H-isoquinolin-2-yl]-2-oxo-ethyl]-3-chloro-4-methoxy-benzonitrile OC(C#C[C@H]1[C@@H]2CCN([C@H]([C@H]2CCC1)C)C(CC1=C(C#N)C=CC(=C1Cl)OC)=O)(C)C